1-(5-fluoro-2,3-dihydrobenzo[b][1,4]dioxin-6-yl)ethan-1-one FC1=C(C=CC=2OCCOC21)C(C)=O